NC1=C(C=CC=C1)C1(CC1)C1=NC(=NC=C1C(F)(F)F)N[C@@H]1CNCCC1 4-[1-(2-aminophenyl)cyclopropyl]-N-[(3S)-piperidin-3-yl]-5-(trifluoromethyl)pyrimidin-2-amine